OC1(CC(C1)C(=O)N1CC2(C1)C[C@@H](CC2)OC2=CC(=C(C=C2)C(F)(F)F)C)C |r| (rac)-((1s,3s)-3-Hydroxy-3-methylcyclobutyl)(6-(3-methyl-4-(trifluoromethyl)phenoxy)-2-azaspiro[3.4]octan-2-yl)methanon